tryptophan para-toluenesulfonate CC1=CC=C(C=C1)S(=O)(=O)O.N[C@@H](CC1=CNC2=CC=CC=C12)C(=O)O